4-(3-((3-Carboxypropionyl)oxy)propoxy)-3-(benzenesulfonyl)-1,2,5-oxadiazole 2-oxide C(=O)(O)CCC(=O)OCCCOC=1C(=[N+](ON1)[O-])S(=O)(=O)C1=CC=CC=C1